6-(6-methoxyquinazolin-4-yl)-N-(2-methylpyrazol-3-yl)-7,8-dihydro-5H-1,6-naphthyridin-3-amine COC=1C=C2C(=NC=NC2=CC1)N1CC=2C=C(C=NC2CC1)NC=1N(N=CC1)C